1-[4-(4-methylbenzoyl)phenyl]ethanone CC1=CC=C(C(=O)C2=CC=C(C=C2)C(C)=O)C=C1